(2S,4R)-4-azidopyrrolidine-1,2-dicarboxylic acid 2-benzyl 1-tert-butyl ester C(C)(C)(C)OC(=O)N1[C@@H](C[C@H](C1)N=[N+]=[N-])C(=O)OCC1=CC=CC=C1